2-(difluoromethoxy)-N-[(1S,2S)-2-hydroxycyclobutyl]-6-methoxy-4-[7-[3-(1-piperidyl)propoxy]imidazo[1,2-a]pyridin-3-yl]benzamide FC(OC1=C(C(=O)N[C@@H]2[C@H](CC2)O)C(=CC(=C1)C1=CN=C2N1C=CC(=C2)OCCCN2CCCCC2)OC)F